ClC1=CC=C(OCC(=O)NC23CC(C2)(C3)C(=O)NCCOC3=CC=C(C=C3)F)C=C1 3-[2-(4-chlorophenoxy)acetamido]-N-[2-(4-fluorophenoxy)ethyl]bicyclo[1.1.1]-pentane-1-carboxamide